COC(=O)C1(C(SC2=CC=CC=C2C1=O)C1=CC=C(C=C1)F)CC=C=CC1=CC=CC=C1 (-)-Methyl-2-(4-fluorophenyl)-4-oxo-3-(4-phenylbuta-2,3-dien-1-yl)thiochromane-3-carboxylate